3-([1,1':3',1''-terphenyl]-2'-yl)-1-(3-(6-(2-hydroxyphenyl)pyridin-2-yl)phenyl)-1H-benzo[d]imidazol-3-ium chloride [Cl-].C1(=CC=CC=C1)C1=C(C(=CC=C1)C1=CC=CC=C1)[N+]1=CN(C2=C1C=CC=C2)C2=CC(=CC=C2)C2=NC(=CC=C2)C2=C(C=CC=C2)O